C1(C(=CC(C2=CC=CC=C12)=O)CCCC(=O)N[C@H](C(=O)OC(C)(C)C)CC1=CC=CC=C1)=O (S)-tert-butyl 2-(4-(1,4-naphthoquinone-2-yl) butyrylamino)-3-phenylpropionate